naphthyridine-7-carboxamide N1=CC=CC2=CC=C(N=C12)C(=O)N